4-ethylcyclohexane-1,2-dicarboxylic acid, dilithium salt [Li+].[Li+].C(C)C1CC(C(CC1)C(=O)[O-])C(=O)[O-]